5-(2-fluorophenyl)isoxazole-4-carboxylic acid methyl ester COC(=O)C=1C=NOC1C1=C(C=CC=C1)F